C(C(C)C)(=O)CC(C(C)C)=O diisobutyryl-methane